C1(CC1)C1=C(C=NC2=CC=CN=C12)NC1=CC=C(C=C1)[C@@H](C(F)(F)F)N(C(=O)C1CCS(CC1)(=O)=O)C (S)-N-(1-(4-((4-cyclopropyl-1,5-naphthyridin-3-yl)amino)phenyl)-2,2,2-trifluoroethyl)-N-methyltetrahydro-2H-thiopyran-4-carboxamide 1,1-dioxide